zinc silicate fluoride [F-].[Si]([O-])(O)(O)O.[Zn+2]